6-hexylene isophthalate C1(C2=CC(C(=O)OCCCCCCO1)=CC=C2)=O